C(C=C)(=O)N1C(CC(CC1)N1C=NC=2C(=NC=3C(=C(C(=CC3C21)Cl)Br)F)OC[C@H]2N(CCC2)C)CC#N 2-(1-acryloyl-4-(7-bromo-8-chloro-6-fluoro-4-(((S)-1-methylpyrrolidin-2-yl)methoxy)-1H-imidazo[4,5-c]quinolin-1-yl)piperidin-2-yl)acetonitrile